(2R,3R,4R,5S)-2-(13-amino-2,5,8,11-tetraoxatridecyl)-5-((6-(trifluoromethyl)pyrazin-2-yl)amino)tetrahydro-2H-pyran-3,4-diol NCCOCCOCCOCCOC[C@H]1OC[C@@H]([C@H]([C@H]1O)O)NC1=NC(=CN=C1)C(F)(F)F